methyl (S)-4-((4-methoxyphenyl)carbamoyl)-3-methyl-2,3,4,5-tetrahydrobenzo[f][1,4]oxazepine-8-carboxylate COC1=CC=C(C=C1)NC(=O)N1[C@H](COC2=C(C1)C=CC(=C2)C(=O)OC)C